1-N-[3-(difluoromethyl)-1-[4-(hydroxymethyl)cyclohexyl]pyrazol-4-yl]pyrazolo[1,5-a]pyrimidine-3-carboxamide FC(C1=NN(C=C1N1CC(=C2N1C=CC=N2)C(=O)N)C2CCC(CC2)CO)F